6-((4-(((1s,4s)-4-aminocyclohexyl)amino)-5-trifluoromethylpyrimidin-2-yl)amino)-2-(2-hydroxyethyl)isoquinolin-1(2H)-one NC1CCC(CC1)NC1=NC(=NC=C1C(F)(F)F)NC=1C=C2C=CN(C(C2=CC1)=O)CCO